BrC=1C(=C(SC1C#N)C(=O)NC1(CC1)C(=O)O)C 1-{[(4-bromo-5-cyano-3-methyl-2-thienyl)carbonyl]amino}cyclopropanecarboxylic acid